FC(C1=CC2=C(OCC(CC2)C=2C=C(C(=O)O)C=CC2)C=C1)(F)F 3-(7-(trifluoromethyl)-2,3,4,5-tetrahydrobenzo[b]oxepin-3-yl)benzoic acid